FC1(CCN(CC1)C1=NC(=CC(=N1)N1N=CC(=N1)C1=C(C(=C(C=C1)NS(=O)(=O)CC(=O)[O-])C)N1CCC2(CC2)CC1)C)F 2-(N-(4-(2-(2-(4,4-difluoropiperidin-1-yl)-6-methylpyrimidin-4-yl)-2H-1,2,3-triazol-4-yl)-Methyl 3-(6-azaspiro[2.5]octan-6-yl)phenyl)sulfamoyl)acetate